3-(3-chloro-4-fluorophenyl)-5-(2-oxo-2-(pyrrolidin-1-yl)ethyl)thieno[2,3-d]pyridazin-4(5H)-one ClC=1C=C(C=CC1F)C1=CSC=2C=NN(C(C21)=O)CC(N2CCCC2)=O